TERT-BUTYL (4-FORMYL-2-METHOXYPYRIDIN-3-YL)CARBAMATE C(=O)C1=C(C(=NC=C1)OC)NC(OC(C)(C)C)=O